N-[(2E)-3-(4-chlorobenzenesulfonyl)prop-2-en-1-yl]-2-oxo-1,2,5,6,7,8-hexahydroquinoline-3-carboxamide ClC1=CC=C(C=C1)S(=O)(=O)/C=C/CNC(=O)C=1C(NC=2CCCCC2C1)=O